C(C)(C)(C)OC(=O)NC1=CC=C(C=C1)C=1SC=C(N1)C(=O)N\C(\C(=O)NC(C(=O)OC)=C)=C/C methyl (Z)-2-(2-(2-(4-((tert-butoxycarbonyl)amino)phenyl)thiazole-4-carboxamido)but-2-enamido)acrylate